phenyl disulphide C1(=CC=CC=C1)SSC1=CC=CC=C1